(R)-4-benzyl-5-(((tert-butyldiphenylsilyl)oxy)methyl)-4-azaspiro[2.4]heptane C(C1=CC=CC=C1)N1C2(CC2)CC[C@@H]1CO[Si](C1=CC=CC=C1)(C1=CC=CC=C1)C(C)(C)C